ClC1=C(C=C(C=C1)F)C1=NC(=NC2=C3C(=CC=C12)C(N(C3)CC3=CC=C(C=C3)OC)=O)O (2-chloro-5-fluorophenyl)-2-hydroxy-8-(4-methoxybenzyl)-8,9-dihydro-7H-pyrrolo[3,4-H]quinazolin-7-one